ClC1=C(C=C(C(=O)Cl)C=C1)S(=O)(=O)Cl 4-chloro-3-(chlorosulfonyl)benzoyl chloride